5-((dimethylamino)methyl)-N-(5-fluorobenzo[d]oxazol-2-yl)-6-methoxybenzo[d]oxazol-2-amine CN(C)CC=1C(=CC2=C(N=C(O2)NC=2OC3=C(N2)C=C(C=C3)F)C1)OC